1-(2-methylpropanoyl) piperidin-4-ylmethanesulfonate N1CCC(CC1)CS(=O)(=O)OC(C(C)C)=O